3-methyl-4-(3-tert-butylphenyl)-2-pentanol CC(C(C)O)C(C)C1=CC(=CC=C1)C(C)(C)C